1-(Difluoromethylene)-5-(3-{[(3R)-1-(3,3-difluorocyclobutyl)hexahydropyridin-3-yl]amino}-5-methyl-1,2,4-triazin-6-yl)-2,3-dihydro-1H-inden-4-ol FC(=C1CCC=2C(=C(C=CC12)C1=C(N=C(N=N1)N[C@H]1CN(CCC1)C1CC(C1)(F)F)C)O)F